Uridine disodium triphosphate [O-]P([O-])(=O)OP(=O)(O)OP(=O)(O)O.[Na+].[Na+].[C@@H]1([C@H](O)[C@H](O)[C@@H](CO)O1)N1C(=O)NC(=O)C=C1